[Si](C1=CC=CC=C1)(C1=CC=CC=C1)(C(C)(C)C)OC\C=C/COCC=1C=C(N)C=CC1 (Z)-3-(((4-((tert-butyldiphenylsilyl)oxy)but-2-en-1-yl)oxy)methyl)aniline